C(C)(C)C1=CC2=C(N=C(N=C2)NC2N(CCCC2)C(=O)[O-])N(C1=O)C1C(CCC1)C ((6-isopropyl-8-(2-methylcyclopentyl)-7-oxo-7,8-dihydropyrido[2,3-d]pyrimidin-2-yl)amino)piperidine-1-carboxylate